CN1N=NC2=C1C=C(C=C2)C2=C1CN(C(C1=CC=C2)=O)CC(C#N)=C 2-{[4-(1-methyl-1H-1,2,3-benzotriazol-6-yl)-1-oxo-2,3-dihydro-1H-isoindol-2-yl]methyl}prop-2-enenitrile